methyl 3-[(Z)-2-(5-aminopyrazin-2-yl)-2-fluoroethenyl]-4-(difluoromethoxy)benzoate NC=1N=CC(=NC1)/C(=C/C=1C=C(C(=O)OC)C=CC1OC(F)F)/F